FC1=CC=C(C=C1)C1=C(CCCC1)CN1CCN(CC1)CC1=CC=C2CN(C(C2=C1)=O)C1C(NC(CC1)=O)=O 3-(6-((4-((4'-fluoro-3,4,5,6-tetrahydro-[1,1'-biphenyl]-2-yl)methyl)piperazin-1-yl)Methyl)-1-oxoisoindolin-2-yl)piperidine-2,6-dione